N1C(=CC=2C=NC=CC21)CNC(CN2C(=NC=C(C2=O)N[C@H](C)C2=CC1=C(OC3=C1C=CC=C3)C=C2)N2CCNCC2)=O (R)-N-((1H-pyrrolo[3,2-c]pyridine-2-yl)methyl)-2-(5-((1-(dibenzo[b,d]furan-2-yl)ethyl)amino)-6-oxo-2-(piperazin-1-yl)pyrimidin-1(6H)-yl)acetamide